BrC1=CC=C2CC3C(N(CC3)C(=O)OC(C)(C)C)C2=C1 tert-butyl 7-bromo-2,3,3a,4-tetrahydroindeno[1,2-b]pyrrole-1(8bH)-carboxylate